C(C)OC(=O)C1=C(OCCC1O)C 4-hydroxy-2-methyl-5,6-dihydro-4H-pyran-3-carboxylic acid ethyl ester